FC=1C=C(C=CC1)N1[C@H]2[C@@H](CCC1)N(C[C@H]2CCOCCOCCOC)C2=NC=CC(=C2)N2CCCCC2 (3R,3aR,7aR)-4-(3-fluorophenyl)-3-(2-(2-(2-methoxyethoxy)ethoxy)ethyl)-1-(4-(piperidin-1-yl)pyridin-2-yl)octahydro-1H-pyrrolo[3,2-b]pyridine